4-(trifluoromethyl)-5-(((S)-1-((S)-3-(4-(5-(trifluoromethyl)pyrimidin-2-yl)piperazine-1-carbonyl)pyrrolidin-1-yl)propan-2-yl)amino)pyridazin-3(2H)-one FC(C=1C(NN=CC1N[C@H](CN1C[C@H](CC1)C(=O)N1CCN(CC1)C1=NC=C(C=N1)C(F)(F)F)C)=O)(F)F